trans-rac-N-(2-Chloro-5-(2,2-dichloro-3-(3,5-dichlorophenyl)cyclopropane-1-carboxamido)phenyl)-4-cyanobenzamide ClC1=C(C=C(C=C1)NC(=O)[C@@H]1C([C@H]1C1=CC(=CC(=C1)Cl)Cl)(Cl)Cl)NC(C1=CC=C(C=C1)C#N)=O |r|